C(CCCC)N(C(=N)NC(=N)N)C1=CC=CC=C1 amylphenylbiguanide